C(=O)(OCCC(C)(OC)OC)OOC(=O)OCCC(C)(OC)OC di(3-methoxy-3-methoxybutyl) peroxydicarbonate